ClC=1C=C(CNC(/C=C/C2=CC(=C(C=C2)OC(C(C)C)=O)OC)=O)C=CC1.NC1=CC=C(C=C1)C(CC#N)(C)C1=CC=C(C=C1)N 2,2-bis(4-aminophenyl)cyanopropane (E)-4-(3-((3-chlorobenzyl)amino)-3-oxoprop-1-en-1-yl)-2-methoxyphenylisobutyrate